C(C)C(C=O)CCCCCCCC ethyldecanal